FC=1C=C2C(=NC1)CN(C2)C(=O)NC2=CC=C(C=C2)C=2CCN(CC2)C(=O)OC(C)(C)C tert-butyl 4-(4-(3-fluoro-6,7-dihydro-5H-pyrrolo[3,4-b]pyridine-6-carboxamido)phenyl)-3,6-dihydropyridine-1(2H)-carboxylate